ClC1=CC=CC2=C1C(=NO2)NS(=O)(=O)C2=CC=C(C=C2)S(=O)(=O)C N-(4-chlorobenzo[d]isoxazol-3-yl)-4-(methylsulfonyl)benzenesulfonamide